2-(5-fluoropyridin-2-yl)-4-[4-fluoro-2-(2,2,2-trifluoroethoxy)phenyl]-2,3-dihydro-1H-pyrrolo[3,4-c]pyridine FC=1C=CC(=NC1)N1CC=2C(=NC=CC2C1)C1=C(C=C(C=C1)F)OCC(F)(F)F